FC=1C=C2C(C(=CN(C2=NC1N1C[C@H](CC1)O)C1=C(C=C(C=C1F)F)F)C(=O)NC(C(C)C)CC)=O 6-fluoro-7-[(3S)-3-hydroxypyrrolidin-1-yl]-N-[2-methylpent-3-yl]-4-oxo-1-(2,4,6-trifluorophenyl)-1,4-dihydro-1,8-naphthyridine-3-carboxamide